ClC1=C(C(=O)NC2=CC(=C(C=C2)Cl)C2=NC=CC=C2)C=CC(=C1)C(=O)NC1=CC(=NN1C)C 2-Chloro-N1-(4-Chloro-3-(Pyridin-2-Yl)Phenyl)-N4-(1,3-Dimethyl-1h-Pyrazol-5-Yl)Terephthalamide